disodium thiosulfosuccinate S(=S)(=O)(O)C(C(=O)[O-])CC(=O)[O-].[Na+].[Na+]